FC=1C=2N(C=CC1)N=C(C2)[C@@H]2N(CCC1=C2N=CN1)C(=O)C=1OC(=NN1)C1=NC=CC=C1 (R)-(4-(4-fluoropyrazolo[1,5-a]pyridin-2-yl)-6,7-dihydro-1H-imidazo[4,5-c]pyridin-5(4H)-yl)(5-(pyridin-2-yl)-1,3,4-oxadiazol-2-yl)methanone